ethyl (3S,3aS,6aR)-2-[(2S)-2-(tert-butoxycarbonylamino)-3-cyclopropyl-propanoyl]-3,3a,4,5,6,6a-hexahydro-1H-cyclopenta[c]pyrrole-3-carboxylate C(C)(C)(C)OC(=O)N[C@H](C(=O)N1C[C@H]2[C@@H]([C@H]1C(=O)OCC)CCC2)CC2CC2